5-[(3-fluorophenyl)thio]pyrimidine-4-carboxylic acid FC=1C=C(C=CC1)SC=1C(=NC=NC1)C(=O)O